2-{4-[(furan-2-yl-methyl)-amino]-1,3-dioxo-1,3-dihydroisoindol-2-yl}-glutaric acid O1C(=CC=C1)CNC1=C2C(N(C(C2=CC=C1)=O)C(C(=O)O)CCC(=O)O)=O